C(=CC1=CC=CC=C1)C1=NOC(O1)=O 3-(styryl)-1,4,2-dioxazol-5-one